(methoxymethyl)-5-methyl-7,9-dioxo-2,5,7,9-tetrahydro-1,6-methanopyrido[1,2-b][1,2,5]triazonine-10-carboxamide COCC1C=CC(N2C(C=3N(N1C2)C=C(C(C3)=O)C(=O)N)=O)C